5-chloro-2-(4-chlorothiazol-5-yl)-4-[2-methylpiperazin-1-yl]-1H-pyrimidin-6-one ClC1=C(N=C(NC1=O)C1=C(N=CS1)Cl)N1C(CNCC1)C